[(biphenylyl)(dimethylfluorenyl)triazinyl](phenyldibenzofuran) C1(=C(C=CC=C1)C1=C(C(=NN=N1)C1=C(C2=C(OC3=C2C=CC=C3)C=C1)C1=CC=CC=C1)C1=C(C(=CC=3C2=CC=CC=C2CC13)C)C)C1=CC=CC=C1